(4-(4-hydroxycyclohexylmethyl)piperazin-1-yl)-6-(trifluoromethyl)-8-nitro-benzothiopyran-4-one OC1CCC(CC1)CN1CCN(CC1)C=1SC2=C(C(C1)=O)C=C(C=C2[N+](=O)[O-])C(F)(F)F